(R)-5-(4-((1-(3-(1,1-difluoro-3-(piperidin-4-yl)propyl)-2-fluorophenyl)ethyl)amino)-6-(1,1-dioxidotetrahydro-2H-thiopyran-4-yl)-7-oxopyrido[2,3-d]pyrimidin-8(7H)-yl)pentanal FC(CCC1CCNCC1)(F)C=1C(=C(C=CC1)[C@@H](C)NC=1C2=C(N=CN1)N(C(C(=C2)C2CCS(CC2)(=O)=O)=O)CCCCC=O)F